{4-[1-methyl-4-(trifluoromethyl)imidazol-2-yl]phenyl-methyl}-3H-pyrido[3,4-b][1,4]oxazin-2-one CN1C(=NC(=C1)C(F)(F)F)C1=CC=C(C=C1)CC1C(NC2=C(O1)C=NC=C2)=O